C1(=CC=CC=C1)C1C2=CC=CC=C2C=2C=CC=CC12 9-phenyl-9H-fluorene